1-isobutyl-1-(1-(4-oxo-3,4-dihydrophthalazin-1-yl)ethyl)urea C(C(C)C)N(C(=O)N)C(C)C1=NNC(C2=CC=CC=C12)=O